8-((2-chlorothiazol-5-yl)methyl)-3-(2-fluoroethyl)pyrido[2,3-d]pyrimidine-2,4(3H,8H)-dione ClC=1SC(=CN1)CN1C=CC=C2C1=NC(N(C2=O)CCF)=O